FC1=C(C(=CC=C1\C=C\C1=CC(=CC=C1)F)O)N1CCNS1 (E)-5-(2-fluoro-3-(3-fluorostyryl)-6-hydroxyphenyl)-1,2,5-thiadiazolidin